S1SN=CC=CC=C1 dithiazocine